OC1=C(C(=NN1C1=NC=CC=C1)C)C(=O)NC1=CC=CC=C1 5-Hydroxy-3-methyl-N-phenyl-1-(pyridin-2-yl)-1H-pyrazole-4-carboxamide